C(#N)C(C(=O)N)=CC1=CC=C(C=C1)O cyano-4-hydroxycinnamamide